(S)-2-(3-(1-(2-Azabicyclo[2.2.2]octane-3-carbonyl)azetidine-3-carbonyl)-1H-pyrrolo[2,3-c]pyridin-1-yl)-5-fluoro-N,N-diisopropylbenzamide C12N[C@@H](C(CC1)CC2)C(=O)N2CC(C2)C(=O)C2=CN(C1=CN=CC=C12)C1=C(C(=O)N(C(C)C)C(C)C)C=C(C=C1)F